ClC1=CC=C2C(=C(C(NC2=C1)=O)C1=NN(C(C1)C1=CC=C(C=C1)C)C(CC)=O)C 7-chloro-4-methyl-3-(1-propionyl-5-(p-tolyl)-4,5-dihydro-1H-pyrazol-3-yl)quinolin-2(1H)-one